N-{3,5-difluoro-4-[(3-[1-(propan-2-yl)-1H-pyrazol-5-yl]-1-{[2-(trimethylsilyl)ethoxy]methyl}-1H-pyrrolo[2,3-b]pyridin-4-yl)oxy]phenyl}-5-oxa-7-azaspiro[2.5]oct-6-en-6-amine FC=1C=C(C=C(C1OC1=C2C(=NC=C1)N(C=C2C2=CC=NN2C(C)C)COCC[Si](C)(C)C)F)NC=2OCC1(CC1)CN2